C(CCCCCCCCCCCCCCCCCCCCCCC)N=C=O lignoceryl isocyanate